(S)-N-(1-(5-chloro-6-(isoxazol-3-ylmethoxy)-1H-indol-2-yl)ethyl)-1-methylcyclopropane-1-carboxamide ClC=1C=C2C=C(NC2=CC1OCC1=NOC=C1)[C@H](C)NC(=O)C1(CC1)C